FC=1C=C(OC=2C=CC3=C(C(N(S3(=O)=O)C)C)C2C)C=C(C1)F 5-(3,5-difluorophenoxy)-2,3,4-trimethyl-2,3-dihydrobenzo[d]isothiazole-1,1-dioxide